[Au].[Al].[Cr] chromium-aluminum-gold